N-(1-methyl-2-(6-methyl-1H-indol-5-yl)-1H-pyrrolo[2,3-c]pyridin-5-yl)cyclopropanecarboxamide CN1C(=CC=2C1=CN=C(C2)NC(=O)C2CC2)C=2C=C1C=CNC1=CC2C